(S)-3-((2-(3-ethylureido)pyridin-4-yl)methyl)-N-methyl-1,2,3,4,4a,5-hexahydropyrazino[1,2-d]pyrido[2,3-b][1,4]oxazine-8-carboxamide C(C)NC(NC1=NC=CC(=C1)CN1C[C@@H]2N(C3=C(OC2)N=C(C=C3)C(=O)NC)CC1)=O